2-(((2R,3S,4R,5R)-5-(2-chloro-6-(cyclopentylamino)-9H-purin-9-yl)-3-ethynyl-3,4-dihydroxytetrahydrofuran-2-yl)methoxy)-3-oxo-3-(pyrrolidin-1-yl)propionic acid ClC1=NC(=C2N=CN(C2=N1)[C@H]1[C@@H]([C@@]([C@H](O1)COC(C(=O)O)C(N1CCCC1)=O)(O)C#C)O)NC1CCCC1